C(#N)C=1C(=C(C(=NC1)C(=O)OC)C)C(F)(F)F methyl 5-cyano-3-methyl-4-(trifluoromethyl)pyridine-2-carboxylate